S(=O)(=O)=NC(=O)C=1C(=NC(=CC1)C(C)(C)C)C1=C(C=CC=C1)C sulfonyl-6-tert-butyl-2-(o-tolyl)pyridine-3-carboxamide